6-((4-Methoxypiperidin-1-yl)methyl)-3-(2-(trifluoromethyl)pyridin-4-yl)pyrazolo[1,5-a]pyrimidine COC1CCN(CC1)CC=1C=NC=2N(C1)N=CC2C2=CC(=NC=C2)C(F)(F)F